aminophenylboronic acid B(C1=CC=CC=C1N)(O)O